FC=1C=C(C=C(C1)F)N1C=CC=2C(C(CCC12)(F)F)=O 1-(3,5-difluorophenyl)-5,5-difluoro-1,5,6,7-tetrahydro-4H-indol-4-one